C(#N)C=1C(=CC(=NC1N1[C@H](CC1)C)N1C[C@H](CC1)CCC(=O)OC)C(F)(F)F methyl 3-((S)-1-(5-cyano-6-((S)-2-methylazetidine-1-yl)-4-(trifluoromethyl)pyridin-2-yl)pyrrolidin-3-yl)propionate